5-[6-amino-4-ethyl-5-(4-hydroxyphenyl)-3-pyridyl]-1H-pyridin-2-one NC1=C(C(=C(C=N1)C=1C=CC(NC1)=O)CC)C1=CC=C(C=C1)O